5-(3-(6-fluorobenzo[d]oxazole-2-carboxamido)phenyl)-2,5-dimethyl-1,1-dioxo-1,2,4-thiadiazin FC1=CC2=C(N=C(O2)C(=O)NC=2C=C(C=CC2)C2(N=CN(S(C2)(=O)=O)C)C)C=C1